bis-[2-carboxyethyl]sulfide C(=O)(O)CCSCCC(=O)O